Tert-butyl 4-(5-methoxy-3-methyl-2-oxo-1H-benzimidazol-4-yl)piperidine-1-carboxylate COC1=C(C2=C(NC(N2C)=O)C=C1)C1CCN(CC1)C(=O)OC(C)(C)C